(2R,3S,4S)-2-(1,3-benzothiazol-5-ylmethyl)pyrrolidine-3,4-diol S1C=NC2=C1C=CC(=C2)C[C@H]2NC[C@@H]([C@H]2O)O